tert-butyl-3-(aminomethyl)-4-{[{(1R)-1-[1-benzyl-4-(2,5-difluorophenyl)-1H-imidazol-2-yl]-2,2-dimethylpropyl} (glycoloyl)amino]methyl}pyrrolidine-1-carboxylate C(C)(C)(C)OC(=O)N1CC(C(C1)CN(C(CO)=O)[C@H](C(C)(C)C)C=1N(C=C(N1)C1=C(C=CC(=C1)F)F)CC1=CC=CC=C1)CN